C(C)(C)N1N=CN=C1C(=O)N[C@@H](CC(C(F)(F)F)(C)C)C1=NC2=C(N1)C=CC(=C2)[C@@H](C)NC(CCC(F)(F)F)=O |o1:11| 1-Isopropyl-N-((S*)-4,4,4-trifluoro-3,3-dimethyl-1-(5-((R)-1-(4,4,4-trifluorobutanamido)ethyl)-1H-benzo[d]imidazol-2-yl)butyl)-1H-1,2,4-triazole-5-carboxamide